6,7-dihydro-4H-pyrazolo[5,1-c][1,4]oxazin N1=CC=C2COCCN21